(R)-N-(3-(N-(2-chloroacetyl)-S-methylsulfonimidoyl)phenyl)-2-((6-fluoro-2-methylpyridin-3-yl)oxy)-4-methyl-5-(trifluoromethyl)nicotinamide ClCC(=O)N=[S@@](=O)(C)C=1C=C(C=CC1)NC(C1=C(N=CC(=C1C)C(F)(F)F)OC=1C(=NC(=CC1)F)C)=O